(8E)-11-chloro-8-undecenylacetate ClCC/C=C/CCCCCCCCC(=O)[O-]